N-(3-chlorobenzyl)-2-ethynyl-5-phenylthiazole-4-carboxamide ClC=1C=C(CNC(=O)C=2N=C(SC2C2=CC=CC=C2)C#C)C=CC1